tert-butyl (R)-3-(2-bromo-4-(methoxycarbonyl)phenoxy)pyrrolidine-1-carboxylate BrC1=C(O[C@H]2CN(CC2)C(=O)OC(C)(C)C)C=CC(=C1)C(=O)OC